1-(4-((4-((5-bromo-2-methoxyphenyl)amino)-7-(difluoromethoxy)quinazolin-6-yl)amino)piperidin-1-yl)prop-2-en-1-one BrC=1C=CC(=C(C1)NC1=NC=NC2=CC(=C(C=C12)NC1CCN(CC1)C(C=C)=O)OC(F)F)OC